4-cycloheptylpiperazine-1-carboxylic acid [(2s,3s,4e,6s,7s,10s)-7,10-dihydroxy-3,7-dimethyl-12-oxo-2-[(2e,4e)-6-pyridazin-3-ylhept-2,4-dien-2-yl]-1-oxododec-4-en-6-yl] ester O[C@]([C@H](/C=C/[C@@H]([C@H](C=O)\C(\C)=C\C=C\C(C)C=1N=NC=CC1)C)OC(=O)N1CCN(CC1)C1CCCCCC1)(CC[C@@H](CC=O)O)C